C12(CC3CC(CC(C1)C3)C2)C=2C=C(C(=O)NCC3CCCC=C3)C=CC2O 3-adamant-1-yl-N-(2,4-dihydrobenzyl)-4-hydroxy-benzoic acid amide